1-{(2E)-3-[1-(pyrimidin-2-yl)piperidin-4-yl]prop-2-enoyl}-5,6-dihydropyridin-2(1H)-one N1=C(N=CC=C1)N1CCC(CC1)/C=C/C(=O)N1C(C=CCC1)=O